CC=1SC=C(N1)CC(=O)NC1=NNC(=C1)[C@@H]1C[C@@H](CC1)N(C([O-])=O)C1(CC1)C (1R,3S)-3-(3-{[(2-methyl-1,3-thiazol-4-yl)acetyl]amino}-1H-pyrazol-5-yl)cyclopentyl(1-methylcyclopropyl)carbamate